(S)-2-amino-3-(6-(pyridin-2-yl)-1,2,4,5-tetrazin-3-yl)propanoic acid N[C@H](C(=O)O)CC=1N=NC(=NN1)C1=NC=CC=C1